N-[[2-(trifluoromethyl)phenyl]methylene]hydroxylamine FC(C1=C(C=CC=C1)C=NO)(F)F